FC1=CC=C(C=C1)C=1C(=CN(C(C1)=O)C)C=1C=NN(C1)C1=C(C#N)C=CC=C1 2-{4-[4-(4-Fluoro-phenyl)-1-methyl-6-oxo-1,6-dihydro-pyridin-3-yl]-pyrazol-1-yl}-benzonitrile